C(#N)C=1C=NN2C1C(=CC(=C2)C=2C=NN(C2)[C@@H]2CN(CCC2)C(=O)OC(C)(C)C)SC2=NC(=C(C=C2)F)C tert-butyl (3S)-3-[4-[3-cyano-4-[(5-fluoro-6-methyl-2-pyridyl)sulfanyl]pyrazolo[1,5-a]pyridin-6-yl]pyrazol-1-yl]piperidine-1-carboxylate